6-(Cyclopropanecarboxamido)-4-((4-methoxy-5-(2,2,2-trifluoro-1-methoxyethyl)benzo[d]isothiazol-3-yl)amino)-N-(methyl-d3)nicotinamide C1(CC1)C(=O)NC1=NC=C(C(=O)NC([2H])([2H])[2H])C(=C1)NC1=NSC2=C1C(=C(C=C2)C(C(F)(F)F)OC)OC